C(C)(C)C=1C(=NN(C1C=1C=C(C=2N(C1)N=CN2)C)COCC[Si](C)(C)C)C(C(=O)OCC)=O ethyl 2-(4-isopropyl-5-(8-methyl-[1,2,4]triazolo[1,5-a]pyridin-6-yl)-1-((2-(trimethylsilyl)ethoxy) methyl)-1H-pyrazol-3-yl)-2-oxoacetate